CS(=O)(=O)OCC1(CC(C1)N(CC1=CC=C(C=C1)OC)CC1=CC=C(C=C1)OC)C1=NC(=C(C=C1)CC)OC (3-(bis(4-methoxybenzyl)amino)-1-(5-ethyl-6-methoxypyridin-2-yl)cyclobutyl)methyl methanesulfonate